CNC(C)C (methyl)(isopropyl)amine